C1(CC1)CC1=C(C=2C(=NC=C(C2)C2=CC=C(CN3CC(CCC3)O)C=C2)N1)C1=CC(=CC=C1)F 1-(4-(2-(cyclopropylmethyl)-3-(3-fluorophenyl)-1H-pyrrolo[2,3-b]pyridin-5-yl)benzyl)piperidin-3-ol